ClC1=CC=2N(C=C1)C(=CN2)S(=O)(=O)NC=2C(=NC(=C(C2)F)C2COC2)OC 7-chloro-N-[5-fluoro-2-methoxy-6-(oxetan-3-yl)-3-pyridyl]imidazo[1,2-a]pyridine-3-sulfonamide